C(C)OC(C[C@@H](C1=CC(=CC=C1)CC1=CC(=CC=C1)C)NC(=O)NC=1C(N(C=CC1O)C)=O)=O (S)-3-(3-(4-hydroxy-1-methyl-2-oxo-1,2-dihydropyridin-3-yl)ureido)-3-(3-(3-methylbenzyl)phenyl)propanoic acid ethyl ester